C(CCCCCCCC=CCC=CCCCCC)C1(OCC(O1)CCN(C)C)CCCCCCCCC=CCC=CCCCCC 2-[2,2-bis(octadeca-9,12-dienyl)-1,3-dioxolan-4-yl]-N,N-dimethylethanamine